N-(ethoxycarbonyl)-N-ethylvaline ethyl ester C(C)OC([C@@H](N(CC)C(=O)OCC)C(C)C)=O